CN[C@@H]1CC[C@H](CC1)NC1=NN2C(C=N1)=C(C=C2)C=2C=C1N=CC=NC1=CC2 trans-N1-methyl-N4-(5-(quinoxalin-6-yl)pyrrolo[2,1-f][1,2,4]triazin-2-yl)cyclohexane-1,4-diamine